C(C)(C)N1CC2(CC1)CCN(CC2)C2=CC(=C1C(=N2)C(=CS1)C(=O)NC)C(F)(F)F 5-(2-isopropyl-2,8-diazaspiro[4.5]dec-8-yl)-N-methyl-7-(trifluoromethyl)thieno[3,2-b]pyridine-3-carboxamide